NC(C([C@H](CC(C)C)NC(=O)C1=C(N=C(O1)C)C1=CC=CC=C1)=O)=O (S)-N-(1-AMINO-5-METHYL-1,2-DIOXOHEXAN-3-YL)-2-METHYL-4-PHENYLOXAZOLE-5-CARBOXAMIDE